4,5,6,7-tetrahydro-1H-pyrazolo[3,4-b]pyridine-3-carboxylic acid N1N=C(C2=C1NCCC2)C(=O)O